3-Ethyl-5-methyl-4-(3-fluoro-2-(1-fluoroethyl) phenyl)-6-formyl-2-methyl-1,4-dihydropyridine-3,5-dicarboxylate C(C)C1(C(NC(C(C1C1=C(C(=CC=C1)F)C(C)F)(C(=O)[O-])C)C=O)C)C(=O)[O-]